N1=CNC(C2=C1C=CC=N2)=O 3H-pyrido[3,2-d]Pyrimidin-4-one